3-(dimethylamino)-1-(m-tolyl)prop-2-en-1-one CN(C=CC(=O)C=1C=C(C=CC1)C)C